C1(=CC=CC=C1)N1CCN(CC1)C=1C=CC2=C(SC(=C2)C(=O)O)C1 6-(4-phenylpiperazin-1-yl)benzo[b]thiophene-2-carboxylic acid